(E)-N-[1-(7-bromo-5-fluoro-3-methyl-1-benzofuran-2-yl)-2,2,2-trifluoroethylidene]hydroxylamine BrC1=CC(=CC=2C(=C(OC21)/C(/C(F)(F)F)=N\O)C)F